ClC1=CC=C(CN2N=C3C4=C(CCC3=C2)OC(=C4C)C(=O)NCCC4=CC=CC=C4)C=C1 2-(4-chlorobenzyl)-8-methyl-N-(2-phenylethyl)-4,5-dihydro-2H-furo[2,3-g]indazole-7-carboxamide